(2-(2,6-Dioxopiperidin-3-yl)-1,3-dioxoisoindolin-5-yl)glycine O=C1NC(CCC1N1C(C2=CC=C(C=C2C1=O)NCC(=O)O)=O)=O